5-tert-butyl-benzoxazol-2-yl-thiophene C(C)(C)(C)C=1C=CC2=C(N=C(O2)C=2SC=CC2)C1